N-(3-bromo-1-cyclobutyl-1H-indol-2-yl)-3,3-dimethylbutyramide BrC1=C(N(C2=CC=CC=C12)C1CCC1)NC(CC(C)(C)C)=O